C(C)C1=C(C(=O)O)C=CN=C1C1=CC=NN1C1OCCCC1 Ethyl-2-(1-(tetrahydro-2H-pyran-2-yl)-1H-pyrazol-5-yl)isonicotinic acid